(R)-N-(2-(4-Cyanothiazolidin-3-yl)-2-oxoethyl)-6-(3-(methoxymethyl)-3-methylazetidin-1-yl)quinoline-4-carboxamide C(#N)[C@H]1N(CSC1)C(CNC(=O)C1=CC=NC2=CC=C(C=C12)N1CC(C1)(C)COC)=O